2,6-dioxo-4-trifluoromethyl-3,6-dihydropyrimidine O=C1NC(C=C(N1)C(F)(F)F)=O